trans-(S)-1-phenylethyl 2-[[4-(3-isoquinolylmethyl) pyrazolo[1,5-a]pyridine-3-carbonyl]amino]spiro[3.3]heptane-6-carboxylate C1=NC(=CC2=CC=CC=C12)CC=1C=2N(C=CC1)N=CC2C(=O)NC2CC1(C2)CC(C1)C(=O)O[C@@H](C)C1=CC=CC=C1